Butyl-3-mercapto-propionat C(CCC)OC(CCS)=O